C1(=CC=CC2=CC(=CC=C12)S(=O)(=O)O)S(=O)(=O)O.FC(OC=1C=C(C=CC1)C(C)=O)(F)F 1-[3-(trifluoromethoxy)phenyl]ethanone 1,6-naphthalenedisulfonate